2-amino-5-oxo-4-(pentan-2-ylamino)pyrimidine NC=1N=CC(C(N1)NC(C)CCC)=O